3-(1-oxo-5-(((1R,2S)-2-(((S)-1-phenylethyl)amino)cyclohexyl)methyl)isoindolin-2-yl)-1-((2-(trimethylsilyl)ethoxy)methyl)piperidine-2,6-dione O=C1N(CC2=CC(=CC=C12)C[C@@H]1[C@H](CCCC1)N[C@@H](C)C1=CC=CC=C1)C1C(N(C(CC1)=O)COCC[Si](C)(C)C)=O